OC(CC(C(=O)OC)=C)C1=C(C=CC=C1)C=1C=NN(C1)CCN1CCOCC1 methyl 4-hydroxy-2-methylene-4-(2-(1-(2-morpholinoethyl)-1H-pyrazol-4-yl)phenyl)-butanoate